2-Ethyl 6,6-difluorohexanoate FC(CCCCC(=O)OCC)F